N(C1=CC=CC=C1)C1=NC=C2NC=NC2=N1 anilinopurine